(R)-N-cyclopropyl-4-((3,4-dioxo-2-((2,6,6-trimethyl-4,5,6,7-tetrahydrobenzofuran-7-yl)amino)cyclobut-1-en-1-yl)amino)-3-hydroxy-N-methylpicolinamide C1(CC1)N(C(C1=NC=CC(=C1O)NC1=C(C(C1=O)=O)N[C@@H]1C(CCC=2C=C(OC21)C)(C)C)=O)C